2-hydroxymethylcyclopentan-1-ol OCC1C(CCC1)O